FC=1C=C(C=CC1)C(C)N1C=CC2=CC=CC=C12 N-(1-(3-fluorophenyl)ethyl)-1H-indole